C(C(=C)C)(=O)OCCC[Si](O[Si](C)(C)C)(O[Si](C)(C)C)O[Si](C)(C)C 3-(methacryloyl-oxy)propyl-tris(trimethyl-siloxy)silane